ClC1=C(C=C(OCC(=O)N[C@@H]2CN[C@H](CC2)C=2OC(=NN2)C=2C=NC(=CC2)C)C=C1)F 2-(4-chloro-3-fluorophenoxy)-N-[(3s,6r)-6-[5-(6-methylpyridin-3-yl)-1,3,4-oxadiazol-2-yl]piperidin-3-yl]acetamide